1,3-bis-(t-butylperoxyisopropyl)benzene C(C)(C)(C)OOC(C)(C)C1=CC(=CC=C1)C(C)(C)OOC(C)(C)C